5-[16-(4-tert-butylphenyl)-12-methyl-8,11,13,14,16-pentaazatetracyclo[8.6.0.02,7.011,15]Hexadec-1(10),2,4,6,8,12,14-heptaen-4-yl]-4-(trifluoromethyl)pyridin-2-amine C(C)(C)(C)C1=CC=C(C=C1)N1C2=NN=C(N2C=2C=NC3=CC=C(C=C3C12)C=1C(=CC(=NC1)N)C(F)(F)F)C